3-[4-[[1-(4-tert-butoxycarbonylphenyl)-4-piperidyl]methyl]-1-piperidyl]bicyclo[1.1.1]pentane-1-carboxylic acid C(C)(C)(C)OC(=O)C1=CC=C(C=C1)N1CCC(CC1)CC1CCN(CC1)C12CC(C1)(C2)C(=O)O